4-(5-(3-((2-(4-ethoxy-4-oxobutanoyl)-4-fluoro-6-methoxyisoindolin-5-yl)oxy)propoxy)-6-methoxybenzo[b]thiophen-2-yl)-4-oxobutanoic acid ethyl ester C(C)OC(CCC(=O)C1=CC2=C(S1)C=C(C(=C2)OCCCOC=2C(=C1CN(CC1=CC2OC)C(CCC(=O)OCC)=O)F)OC)=O